OC1=C(C=O)C=CC=C1CN1CCOCC1 2-hydroxy-3-(morpholinomethyl)benzaldehyde